methylbis(4-methylphenyl)silane sodium 2-(2-butoxyethoxy)ethoxide C(CCC)OCCOCC[O-].[Na+].C[SiH](C1=CC=C(C=C1)C)C1=CC=C(C=C1)C